N[C@@H]1[C@@H](OCC12CCN(CC2)C=2NC(C1=C(N2)NN=C1C1(CC1)C1=CC=C(C=C1)C(F)(F)F)=O)C 6-((3S,4S)-4-amino-3-methyl-2-oxa-8-azaspiro[4.5]decan-8-yl)-3-(1-(4-(trifluoromethyl)phenyl)cyclopropyl)-1,5-dihydro-4H-pyrazolo[3,4-d]pyrimidin-4-one